((2R,3S,5R)-5-(6-amino-2-fluoro-9H-purin-9-yl)-2-ethynyl-3-hydroxy-tetra-hydrofuran-2-yl)methyl 3-(1-adamantyl)propyl carbonate C(OC[C@]1(O[C@H](C[C@@H]1O)N1C2=NC(=NC(=C2N=C1)N)F)C#C)(OCCCC12CC3CC(CC(C1)C3)C2)=O